C(=O)N1C[C@H](CC1)C(=O)N(C)[C@H](C(=O)O)C(C)C (2S)-2-[1-[(3S)-1-formylpyrrolidin-3-yl]-N-methylformamido]-3-methylbutanoic acid